ethyl 2-(5-chloro-3-(cyclopropylmethyl)-2-methoxyphenyl)acetate ClC=1C=C(C(=C(C1)CC(=O)OCC)OC)CC1CC1